ClC=1C=CC(=NC1)C1(OC2=C(O1)C=CC=C2C#C)C 5-Chloro-2-(4-ethynyl-2-methyl-1,3-benzodioxol-2-yl)pyridine